The molecule is a cycloalkene consisting of cyclopentene having a methyl group at the 1-position and gem-dimethyl groups at the 5-position. It derives from a hydride of a cyclopentene. CC1=CCCC1(C)C